2-(2-naphthoxy)acetic acid C1=C(C=CC2=CC=CC=C12)OCC(=O)O